(4-fluoro-3-formyl-5-(trifluoromethyl)phenyl)carbamic acid benzyl ester C(C1=CC=CC=C1)OC(NC1=CC(=C(C(=C1)C(F)(F)F)F)C=O)=O